CC=1N(C=CN1)CCC(C(=O)N)(C1=CC=CC=C1)C1=CC=CC=C1 4-(2-methyl-1H-imidazol-1-yl)-2,2-diphenyl-butyramide